BrC=1C=C(C=CC(C)(S(=O)N)C)C=CC1OC (3-bromo-4-methoxybenzylidene)-2-methylpropane-2-sulfinamide